methyl 4-(2-chloroethoxy)-5-methoxy-2-nitrobenzoate ClCCOC1=CC(=C(C(=O)OC)C=C1OC)[N+](=O)[O-]